3-bromo-5-chloro-7-(1-(tetrahydro-2H-pyran-2-yl)-1H-pyrazol-5-yl)pyrazolo[1,5-a]pyrimidine BrC=1C=NN2C1N=C(C=C2C2=CC=NN2C2OCCCC2)Cl